5-methyl-N-[4-methyl-5-({4-[(2S)-2-{[8-(trifluoromethyl)quinazolin-4-yl]amino}propyl]piperazin-1-yl}sulfonyl)-1,3-thiazol-2-yl]-1,2-oxazole-3-carboxamide CC1=CC(=NO1)C(=O)NC=1SC(=C(N1)C)S(=O)(=O)N1CCN(CC1)C[C@H](C)NC1=NC=NC2=C(C=CC=C12)C(F)(F)F